C(C)(C)=NNC(C1=CC=CC=C1)=O N-(isopropylideneamino)benzamide